OCN1C=NC2=C(C=CC=C2C1=O)C 3-(hydroxymethyl)8-methyl-quinazolin-4(3H)-one